4-(5-((2-chlorophenyl)amino)-6-fluoro-1H-indazol-1-yl)-N-isopropylthiophene-2-carboxamide ClC1=C(C=CC=C1)NC=1C=C2C=NN(C2=CC1F)C=1C=C(SC1)C(=O)NC(C)C